O=C1C2=C(N(C(N1)=S)CC1=CC=C(C=C1)C1(CCC1)NC(OC(C)(C)C)=O)C=CN2 tert-butyl (1-(4-((4-oxo-2-thioxo-2,3,4,5-tetrahydro-1H-pyrrolo[3,2-d]pyrimidin-1-yl)methyl)phenyl)cyclobutyl)carbamate